N-Cyclohexyl-2-(4-(methylthio)phenyl)oxazole-4-carboxamide C1(CCCCC1)NC(=O)C=1N=C(OC1)C1=CC=C(C=C1)SC